(S)-4-chloro-N-(2-morpholinylethyl)-1-oxo-3-(1-((5-oxo-5,8-dihydropyrido[2,3-d]pyrimidin-4-yl)amino)ethyl)-2-phenyl-1,2-dihydroisoquinoline-8-carboxamide ClC1=C(N(C(C2=C(C=CC=C12)C(=O)NCCN1CCOCC1)=O)C1=CC=CC=C1)[C@H](C)NC=1C2=C(N=CN1)NC=CC2=O